C1(=C(C=C(C=C1[2H])[2H])[2H])C1CNC(CO1)([2H])[2H] 2-(phenyl-2,4,6-d3)morpholine-5,5-d2